ClC=1C=CC(=C(C1)C1=CC(N(C=C1OC)C(C(=O)NC=1C=CC(=NC1)C(=O)NC)CCC)=O)N1N=NC(=C1)C(F)F 5-({2-[4-{5-chloro-2-[4-(difluoromethyl)-1H-1,2,3-triazol-1-yl]phenyl}-5-methoxy-2-oxopyridin-1(2H)-yl]pentanoyl}amino)-N-methylpyridin-2-carboxamide